Aminonorbornane NC12CCC(CC1)C2